(E)-1-(4-aminobut-2-en-1-yl)-2-(1-ethyl-3-methyl-1H-pyrazole-5-carboxamido)-1H-benzo[d]imidazole NC/C=C/CN1C(=NC2=C1C=CC=C2)NC(=O)C2=CC(=NN2CC)C